COC(=O)N1CCN(CC1)C1CCC(CC1)NC1=C2C(=NC(=N1)NC=1C=NN(C1)C1CCOCC1)SN=C2C 4-((1r,4r)-4-((3-methyl-6-((1-(tetrahydro-2H-pyran-4-yl)-1H-pyrazol-4-yl)amino)isothiazolo[5,4-d]pyrimidin-4-yl)amino)cyclohexyl)piperazine-1-carboxylic acid methyl ester